6-iodo-N-[(3S)-3-methyl-1-(oxetan-3-yl)-4-piperidyl]-1-(2,2,2-trifluoroethyl)benzimidazole-4-carboxamide IC=1C=C(C2=C(N(C=N2)CC(F)(F)F)C1)C(=O)NC1[C@H](CN(CC1)C1COC1)C